C(C)C12CC(C1)(C2)C2=C(CCC(C2)(C)C)CN2CCN(CC2)C2=CC=C(C(=O)N)C=C2 4-(4-((2-(3-ethylbicyclo[1.1.1]pentan-1-yl)-4,4-dimethylcyclohex-1-en-1-yl)methyl)piperazin-1-yl)benzamide